C(=O)C1=CC(=C(N1)C(=O)O)C 5-FORMYL-3-METHYL-1H-PYRROLE-2-CARBOXYLIC ACID